N-(6-((5-propenoyl-5,6-dihydropyrrolo[3,4-c]pyrazol-1(4H)-yl)methyl)-4-methoxybenzo[d]isoxazol-3-yl)-1-cyclohexylmethanesulfonamide C(C=C)(=O)N1CC=2N(N=CC2C1)CC1=CC2=C(C(=NO2)NS(=O)(=O)CC2CCCCC2)C(=C1)OC